3'-(hydroxymethyl)-2-methyl-[1,1'-biphenyl]-3-carbonitrile OCC=1C=C(C=CC1)C1=C(C(=CC=C1)C#N)C